N[C@]1(CN(CC1)C1=C(C(=C(C=2CCOC21)F)I)CN2C1=NC=NC(=C1N=C2)N)C(=O)NC2CC2 (R)-3-amino-1-(6-((6-amino-9H-purin-9-yl)methyl)-4-fluoro-5-iodo-2,3-dihydrobenzofuran-7-yl)-N-cyclopropylpyrrolidine-3-carboxamide